ethyl 2-methyl-4-oxo-4H-benzopyran-3-carboxylate CC=1OC2=C(C(C1C(=O)OCC)=O)C=CC=C2